I.C(C(C)C)N isobutylamine hydroiodic acid salt